5-(4,4,5,5-tetramethyl-1,3,2-dioxaborolan-2-yl)thiophene-2-carboxylic acid CC1(OB(OC1(C)C)C1=CC=C(S1)C(=O)O)C